NC1=C(C=CC=C1)C1=CC(=CC=C1S(=O)(=O)N)N aminobenzenesulfanilamide